(5-(4-nitrophenyl)-1H-pyrazol-3-yl)methanone [N+](=O)([O-])C1=CC=C(C=C1)C1=CC(=NN1)C=O